azido-deoxyguanosine N(=[N+]=[N-])[C@@]1(C[C@H](O)[C@@H](CO)O1)N1C=NC=2C(=O)NC(N)=NC12